1-(((3S)-1-((3-cyano-1-azetidinyl)sulfonyl)-3-piperidinyl)carbonyl)-N-(2,5-dichlorobenzyl)-D-prolinamide C(#N)C1CN(C1)S(=O)(=O)N1C[C@H](CCC1)C(=O)N1[C@H](CCC1)C(=O)NCC1=C(C=CC(=C1)Cl)Cl